2-bromo-4-(2-((6-chloropyridin-2-yl)oxy)ethoxy)-5-((3-methoxyazetidin-1-yl)methyl)pyridine BrC1=NC=C(C(=C1)OCCOC1=NC(=CC=C1)Cl)CN1CC(C1)OC